propyl-(hydroxyphenyl)dipentyloxysilane triammonium [NH4+].[NH4+].[NH4+].C(CC)[Si](OCCCCC)(OCCCCC)C1=C(C=CC=C1)O